6-((3-chlorobenzyl)amino)pyrido[4,3-e]pyrrolo[1,2-a]pyrazine-7-carboxylic acid ClC=1C=C(CNC=2C=3N(C4=C(N2)C=CN=C4)C=CC3C(=O)O)C=CC1